ClC1=C(C=C(C=C1)F)C1NC(C2=C1C(=CC1=C(N(N=C21)C)C=C)C2=C(C(=O)N)C=C(C=C2F)C(F)(F)F)=O (6-(2-chloro-5-fluorophenyl)-2-methyl-8-oxo-3-vinyl-2,6,7,8-tetrahydropyrrolo[3,4-g]indazol-5-yl)-3-fluoro-5-(trifluoromethyl)benzamide